N'-(4-chlorophenyl)-2-((4-oxo-2-phenyl-4H-benzopyran-3-yl)oxy)acethydrazide ClC1=CC=C(C=C1)NNC(COC1=C(OC2=C(C1=O)C=CC=C2)C2=CC=CC=C2)=O